N-(5-((1-methyl-1H-pyrazol-5-yl)ethynyl)-8-(methylamino)-2,7-naphthyridin-3-yl)cyclopropanecarboxamide CN1N=CC=C1C#CC1=C2C=C(N=CC2=C(N=C1)NC)NC(=O)C1CC1